(R/S)-1-(3-(1,1-Difluoroethyl)-2-fluorophenyl)ethan-1-amine hydrochloride Cl.FC(C)(F)C=1C(=C(C=CC1)[C@@H](C)N)F |r|